(R)-2-((3-(3,4-dihydroisoquinolin-2(1H)-yl)-2-hydroxypropyl)carbamoyl)imidazo[1,2-a]pyridine-6-carboxylic acid C1N(CCC2=CC=CC=C12)C[C@@H](CNC(=O)C=1N=C2N(C=C(C=C2)C(=O)O)C1)O